C(C1=CC=CC=C1)(=O)OC(C1=C(C=CC=C1)F)C=1N(C=2CC(CC(C2C1)=O)(C)C)C1=CC=CC=C1 (6,6-dimethyl-4-oxo-1-phenyl-4,5,6,7-tetrahydro-1H-indol-2-yl)(2-fluoro phenyl)methyl benzoate